C(C1=CC=CC=C1)NCCC1=CC=CC=C1 N-benzyl-β-phenylethylamine